N-{2,3-Difluoro-4-[5-(trifluoromethyl)-1,2,4-oxadiazol-3-yl]benzyl}butanamid FC1=C(CNC(CCC)=O)C=CC(=C1F)C1=NOC(=N1)C(F)(F)F